(S)-N4-(4-chloro-3-fluorophenyl)-N6-(2,3,5,6-tetrafluoro-4-(methylthio)phenyl)-7-((tetrahydrofuran-3-yl)oxy)quinazoline-4,6-diamine ClC1=C(C=C(C=C1)NC1=NC=NC2=CC(=C(C=C12)NC1=C(C(=C(C(=C1F)F)SC)F)F)O[C@@H]1COCC1)F